OCC[C@H](C1=CC(=CC=C1)OC)N[C@H](C(=O)O)CCC(C)(C)C (2S)-2-{[(1R)-3-hydroxy-1-(3-methoxyphenyl)propyl]amino}-5,5-dimethylhexanoic acid